FC=1C=C(C=NC1C)[C@H]1[C@@](C1)(C(=O)NS(=O)(=O)C=1C=2C=CC(=NC2C=CC1)C)C1=C(C=CC(=C1)C)OC (1R,2S)-2-(5-fluoro-6-methylpyridin-3-yl)-1-(2-methoxy-5-methylphenyl)-N-(2-methylquinoline-5-sulfonyl)cyclopropane-1-carboxamide